N1=CN=C(C2=C1NC=C2)N2CCSC(=C2)C2=CC=C1CCNCC1=C2 4-(7H-pyrrolo[2,3-d]pyrimidin-4-yl)-6-(1,2,3,4-tetrahydroisoquinolin-7-yl)-3,4-dihydro-2H-1,4-thiazine